(2s,3s,4r,5r)-5-(6-(benzylamino)-2-(4-hydroxyphenyl)-9H-purin-9-yl)-3,4-dihydroxy-N-methyltetrahydrofuran-2-carboxamide C(C1=CC=CC=C1)NC1=C2N=CN(C2=NC(=N1)C1=CC=C(C=C1)O)[C@H]1[C@@H]([C@@H]([C@H](O1)C(=O)NC)O)O